C(CN1C(=NC2=C1C=CC(=C2OC)C(N)=O)C2=C(C(=O)O)C=C(C=C2F)F)N2C(=NC1=C2C=CC(=C1OC)C(N)=O)C1=C(C(=O)O)C=C(C=C1F)F 16-2,2'-(ethane-1,2-diylbis(5-carbamoyl-4-methoxy-1H-benzo[d]imidazole-1,2-diyl))bis(3,5-difluorobenzoic acid)